2-((4-chloro-5-fluoro-2-(2-(methoxymethyl)-7-methylquinoxalin-5-yl)benzo[d]Thiazol-6-yl)oxy)ethanol ClC1=C(C(=CC2=C1N=C(S2)C2=C1N=CC(=NC1=CC(=C2)C)COC)OCCO)F